FC(C)(C)C1=NC(=NO1)C12CCC(CC1)(CC2)CN(C(OC(C(F)(F)F)(C)C)=O)C=2C=C(C=CC2)C2=CC=C(C=C2)OC(C)C 1,1,1-trifluoro-2-methylpropan-2-yl ((4-(5-(2-fluoropropan-2-yl)-1,2,4-oxadiazol-3-yl) bicyclo[2.2.2]octan-1-yl)methyl)(4'-isopropoxy-[1,1'-biphenyl]-3-yl)carbamate